6-chloro-5-(2-(trifluoromethoxy)phenyl)-1H-benzo[d]imidazol ClC=1C(=CC2=C(NC=N2)C1)C1=C(C=CC=C1)OC(F)(F)F